FC(CCOC1CCC(CC1)N)(F)F 4-(3,3,3-trifluoropropoxy)cyclohexanamine